4-chloro-5-(2-((1-hydroxy-2-methylpropan-2-yl)amino)-2-oxoacetyl)-1,2-dimethyl-N-(3,4,5-trifluorophenyl)-1H-pyrrole-3-carboxamide ClC=1C(=C(N(C1C(C(=O)NC(CO)(C)C)=O)C)C)C(=O)NC1=CC(=C(C(=C1)F)F)F